(R)-4-Fluoroindan-1-amine hydrochloride Cl.FC1=C2CC[C@H](C2=CC=C1)N